C(CCCCCCCCC)[Si](OCC)(OCC)OCC Decyltri-ethoxysilan